Cl.ClC=1C(N(C(=CC1OCC1=C(C=C(C=C1)F)F)C)C=1C=C(CNC(CN)=O)C=CC1F)=O N-{3-[3-chloro-4-[(2,4-difluorobenzyl)oxy]-6-methyl-2-oxopyridin-1(2H)-yl]-4-fluorobenzyl}glycinamide hydrochloride